C(C=C)(=O)N1CC(CC1)N1C=NC=2C(N(C=3C(=C(C(=CC3C21)Cl)Br)F)C)=O 1-(1-acryloylpyrrolidin-3-yl)-7-bromo-8-chloro-6-fluoro-5-methyl-1,5-dihydro-4H-imidazo[4,5-c]quinolin-4-one